tert-butyl 8-(4-bromo-2-cyanophenyl)-2,8-diazaspiro[4.5]decane-2-carboxylate BrC1=CC(=C(C=C1)N1CCC2(CCN(C2)C(=O)OC(C)(C)C)CC1)C#N